CC1=CC(=C(C=C1)CC(=O)NC1=NNC=C1)S(=O)(=O)C 3-({[4-methyl-2-(methylsulfonyl)phenyl]acetyl}amino)-1H-pyrazol